1-Methyl-N-((6,7,8,9-tetrahydro-5H-[1,2,4]triazolo[4,3-a]azepin-3-yl)methyl)-1H-pyrazol-3-amine CN1N=C(C=C1)NCC1=NN=C2N1CCCCC2